C(CCC(=O)C)(=O)[C@@]1([C@@H](O[C@@H]([C@]1(O)[Si](C)(C)C(C)(C)C)CO)N1C(=O)NC(=O)C=C1)O 2'-Levulinyl-3'-TBDMSuridine